CC(CC(COC)(COC)CC1=CC=CC=C1)CC 2-(2-methylbutyl)-2-benzyl-1,3-dimethoxypropane